((S)-5H-imidazo[5,1-a]isoindol-5-yl)-4,5,6,7-tetrahydropyrazolo[1,5-a]pyridin-4-ol C=1N=CN2C1C1=CC=CC=C1[C@H]2C2=NN1C(C(CCC1)O)=C2